BrC=1C=CC(=NC1)OCC1=CC=CC=C1 5-bromo-2-(phenylmethoxy)-pyridine